8-fluoro-2-methylimidazo[1,2-a]pyridin-6-amine hydrochloride Cl.FC=1C=2N(C=C(C1)N)C=C(N2)C